(4-chlorophenyl)-2-(2-methyl-2H-tetrazol-5-yl)-6-(4-(methylsulfonyl)piperazin-1-yl)pyrimidine ClC1=CC=C(C=C1)C1=NC(=NC(=C1)N1CCN(CC1)S(=O)(=O)C)C=1N=NN(N1)C